N(=NC(C(=O)O)CC(C)C#N)C(C(=O)O)CC(C)C#N azo-bis(4-cyanopentanoic acid)